3-iodo-1-(4-methoxybenzyl)-N-(tetrahydro-2H-pyran-4-yl)-1H-pyrazolo[4,3-c]pyridin-4-amine IC1=NN(C2=C1C(=NC=C2)NC2CCOCC2)CC2=CC=C(C=C2)OC